C(C)C=1C=2N(C=C(C1)C=1NC3=CC=C(C=C3C1C(C)C)C1CCN(CC1)CC(C)(O)C)N=C(N2)C 1-(4-(2-(8-ethyl-2-methyl-[1,2,4]triazolo[1,5-a]pyridin-6-yl)-3-isopropyl-1H-indol-5-yl)piperidin-1-yl)-2-methylpropan-2-ol